{[(2S,5S)-5-((S)-2-Acetylamino-3-methyl-butyrylamino)-4-oxo-1,2,4,5,6,7-hexahydro-azepino[3,2,1-hi]indole-2-carbonyl]-amino}-acetic acid methyl ester COC(CNC(=O)[C@H]1N2C3=C(C=CC=C3C1)CC[C@@H](C2=O)NC([C@H](C(C)C)NC(C)=O)=O)=O